BrC1=C(C=C2CCN3C(C2=C1)=C(N=C3)C=3SC=CC3)OC 9-bromo-8-methoxy-1-(thiophen-2-yl)-5,6-dihydroimidazo[5,1-a]isoquinoline